3-(3-fluoro-bicyclo[1.1.1]pentan-1-yl)-1-((4r,5r)-3,3,7,7-tetrafluoro-4-hydroxy-1-azaspiro[4.4]nonan-1-yl)propane-1,2-dione FC12CC(C1)(C2)CC(C(=O)N2CC([C@@H]([C@@]21CC(CC1)(F)F)O)(F)F)=O